6-(2-pyridyldithio)-3-pyridinol N1=C(C=CC=C1)SSC1=CC=C(C=N1)O